C(C)OC(NC1=C(C=CC(=C1)OC)C#N)=O (2-Cyano-5-methoxyphenyl)carbamic acid ethyl ester